BrC=1C=C(C=C(C1)NC1=NC(=NC=C1C1=CC=C(C=C1)OC(F)F)NC=1C=NN(C1)C)NC(C=C)=O N-(3-bromo-5-((5-(4-(difluoromethoxy)phenyl)-2-((1-methyl-1H-pyrazol-4-yl)amino)pyrimidin-4-yl)amino)phenyl)acrylamide